5-benzyl N-Boc-L-β-glutamate C(=O)(OC(C)(C)C)N[C@@H](CC(=O)OCC1=CC=CC=C1)CC(=O)[O-]